tert-Butyl (4-(5-chloro-3-(ethylthio)-1-((2-(trimethylsilyl)ethoxy)methoxy)-7,9-dihydrofuro[3,4-f]quinazolin-6-yl)-5-fluorobenzo[b]thiophen-2-yl)carbamate ClC1=C(C2=C(C=3C(=NC(=NC13)SCC)OCOCC[Si](C)(C)C)COC2)C2=C(C=CC=1SC(=CC12)NC(OC(C)(C)C)=O)F